di-(5-chloronaphthyl)methylene(cyclopentadienyl)(octamethyloctahydrodibenzofluorenyl)zirconium dichloride [Cl-].[Cl-].ClC1=C2C=CC=C(C2=CC=C1)C(=[Zr+2](C1(C(C(C(C2(C3C(=C4C=5C=CC=CC5CC4=C21)C=CCC3)C)(C)C)(C)C)(C)C)C)C3C=CC=C3)C3=CC=CC2=C(C=CC=C32)Cl